C(C=C)(=O)N1CCN(CC1)C=1C2=C(N(C(N1)=O)C1=C(C=CC=C1C)C(C)C)N=C(C(=C2)F)C2=C(C=CC=C2O)F 4-(4-acryloylpiperazin-1-yl)-6-fluoro-7-(2-fluoro-6-hydroxyphenyl)-1-(2-isopropyl-6-Methylphenyl)pyrido[2,3-d]pyrimidin-2(1H)-one